C1(CCC1)C([C@@H](C(NC1=CC=C(C=C1)C=1C(=NNC1C)C)=O)NC(=O)C=1N(N=CC1)[C@H](CO)C)C N-[(1S)-2-cyclobutyl-1-[[4-(3,5-dimethyl-1H-pyrazol-4-yl)phenyl]carbamoyl]propyl]-2-[(1S)-2-hydroxy-1-methyl-ethyl]pyrazole-3-carboxamide